[N+](=O)([O-])C1=C(C=C(C=C1)OC1=C(C(=C(C(=C1F)F)F)F)F)O 2-nitro-5-(2,3,4,5,6-pentafluorophenoxy)phenol